1-(2-Amino-4-bromophenyl)-2,2,2-trifluoroethan-1-ol NC1=C(C=CC(=C1)Br)C(C(F)(F)F)O